C(C)(=O)C1=CC=C2C(=CC=NC2=C1)NC(C)C1=C(C(=CC=C1)C(F)F)F 7-Acetyl-4-((1-(3-(difluoromethyl)-2-fluorophenyl)ethyl)amino)quinoline